FC=1C(=CC(=NC1)C1=C(C(=NN1C)NC(C)C)C)OC1CN(C1)C=O (3-((5-fluoro-2-(3-(isopropylamino)-1,4-dimethyl-1H-pyrazol-5-yl)pyridin-4-yl)oxy)azetidin-1-yl)methanone